C[C@H]1N(C[C@H]1N1CCNCC1)C1=CC(=NC(=N1)C(F)(F)F)N1CCC2(C=CCOC2)CC1 9-(6-((2R,3R)-2-Methyl-3-(piperazin-1-yl)azetidin-1-yl)-2-(trifluoromethyl)pyrimidin-4-yl)-2-oxa-9-azaspiro[5.5]undec-4-ene